ClC=1C=C(OCCCCCCC(=O)O)C=CC1C=1N(C2=NC=NC(=C2N1)OC1(CC1)C)CC1=CC(=CC=C1)Cl 7-(3-chloro-4-(9-(3-chlorobenzyl)-6-(1-methylcyclopropoxy)-9H-purin-8-yl)phenoxy)heptanoic acid